C(=O)(OC(C)(C)C)NCCCCCCBr 6-(Boc-amino)bromohexane